C(CCC\C=C/C\C=C/C\C=C/C\C=C/CCCCC)(=O)OC(CO)CO 2-ARACHIDONOYLGLYCEROL